BrC1=CC=C(C=C1)C1=C(C=C(C2=CC=C(C=C12)C(C)(C)C)O)C(=O)OC methyl 1-(4-bromophenyl)-7-(tert-butyl)-4-hydroxy-2-naphthoate